6-Oxoundecane-1,11-diyl dicyclopentadecanecarboxylate C1(CCCCCCCCCCCCCC1)C(=O)OCCCCCC(CCCCCOC(=O)C1CCCCCCCCCCCCCC1)=O